1-[9-(4-chlorophenyl)-2-[2-hydroxyethyl(methyl)amino]-8-(2-pyridyl)purin-6-yl]-4-methyl-piperidine-4-carboxamide ClC1=CC=C(C=C1)N1C2=NC(=NC(=C2N=C1C1=NC=CC=C1)N1CCC(CC1)(C(=O)N)C)N(C)CCO